2-(4-chloropyridin-2-yl)-2,2-difluoro-N-methylethan-1-amine ClC1=CC(=NC=C1)C(CNC)(F)F